N-(4,5-dimethylisoxazol-3-yl)-2'-(deutero-methoxymethyl)-[1,1'-biphenyl]-2-sulfonamide CC=1C(=NOC1C)NS(=O)(=O)C=1C(=CC=CC1)C1=C(C=CC=C1)C(OC)[2H]